C(#N)C=1C=CC(=NC1)N1CCN(CC1)CC1=CC(=NN1C)NC(=O)NCC 1-(5-((4-(5-cyanopyridin-2-yl)piperazin-1-yl)methyl)-1-methyl-1H-pyrazol-3-yl)-3-ethylurea